4-acetyl-1-[2-methyl-4-({(1R)-1-[2-methyl-3-(trifluoromethyl)phenyl]ethyl}amino)pyrido[2,3-d]pyrimidin-6-yl]piperazin-2-one C(C)(=O)N1CC(N(CC1)C1=CC2=C(N=C(N=C2N[C@H](C)C2=C(C(=CC=C2)C(F)(F)F)C)C)N=C1)=O